FC=1C=C(CC2=NC=3C(=NC(=CC3)C(=O)OC)N2C[C@H]2OCC2)C=CC1B1OC(C(O1)(C)C)(C)C methyl (S)-2-(3-fluoro-4-(4,4,5,5-tetramethyl-1,3,2-dioxaborolan-2-yl) benzyl)-3-(oxetan-2-ylmethyl)-3H-imidazo[4,5-b]pyridine-5-carboxylate